OC1=CC=C(C=C1)C1(C2=CC(=CC=C2C=2C=CC(=CC12)C1=CC=CC=C1)C1=CC=CC=C1)C1=CC=C(C=C1)O 9,9-bis(4-hydroxyphenyl)-2,7-diphenylfluorene